FC=1C=C(C=C(C1OC1=C2C(=NC=C1)NC=C2C2=C(C=C(C=C2)OC)F)F)NC=2OC[C@@](CN2)(C)CO |r| (+/-)-{2-[(3,5-difluoro-4-{[3-(2-fluoro-4-methoxyphenyl)-1H-pyrrolo[2,3-b]pyridin-4-yl]oxy}phenyl)amino]-5-methyl-5,6-dihydro-4H-1,3-oxazin-5-yl}methanol